2-(3-methoxyphenyl)propan-2-ol COC=1C=C(C=CC1)C(C)(C)O